C(CCC)(=O)OCC(OC(CCCCCCC\C=C/C\C=C/CCCCC)=O)COC(CCC)=O 1,3-dibutyryl-2-linoleoyl-glycerol